3-benzyl-1-(trans-4-((5-cyanopyridin-2-yl)amino)cyclohexyl)-1-(4-(1-methyl-2-oxo-1,2-dihydropyridin-4-yl)phenyl)urea C(C1=CC=CC=C1)NC(N(C1=CC=C(C=C1)C1=CC(N(C=C1)C)=O)[C@@H]1CC[C@H](CC1)NC1=NC=C(C=C1)C#N)=O